1'-(N-(1-aminocyclopropane-1-carbonyl)-N-methyl-L-leucyl)-2-oxospiro[indoline-3,3'-pyrrolidine]-5'-carboxamide NC1(CC1)C(=O)N([C@@H](CC(C)C)C(=O)N1CC2(CC1C(=O)N)C(NC1=CC=CC=C12)=O)C